C(C)N(CC)CCN(CCOC(OC(CCCCCCCCCC(=O)OCC(CCCCCC)CCCC)CCCCCC)=O)CCC(=O)OCCCCCCC 2-butyloctyl 3-ethyl-6-(3-(heptyloxy)-3-oxopropyl)-12-hexyl-10-oxo-9,11-dioxa-3,6-diazaheneicosane-21-carboxylate